C(#N)C=1C=C2C(N(C(=NC2=C(C1)C1=CC(=NC(=C1)C)C)C12N(CC(C1)C2)C(=O)OC(C)(C)C)C2=CC(=C(C(=C2)F)OC)F)=O tert-butyl 1-(6-cyano-3-(3,5-difluoro-4-methoxyphenyl)-8-(2,6-dimethylpyridin-4-yl)-4-oxo-3,4-dihydroquinazolin-2-yl)-2-azabicyclo[2.1.1]hexane-2-carboxylate